2-methyl-(2-propenyl)-pyrazine CC1=NC=CN=C1CC=C